15-chloro-12-pentadecenyl acetate C(C)(=O)OCCCCCCCCCCCC=CCCCl